CC1=CC(=NC=C1OC1=CC(=C2C(=N1)N(C=N2)C)NC2=NC=C(C=C2)C(F)(F)F)C#N 4-methyl-5-[3-methyl-7-[[5-(trifluoromethyl)-2-pyridinyl]amino]imidazo[4,5-b]pyridin-5-yl]oxy-pyridine-2-carbonitrile